silver diazepine N1N=CC=CC=C1.[Ag]